2-(chloromethyl)-1,3-benzothiazole ClCC=1SC2=C(N1)C=CC=C2